1,5-diaza-3-methylbicyclo[4.3.0]non-5-ene CC1CN2CCCC2=NC1